4-[2-Phenyl-5,7-bis(trifluoromethyl)pyrazolo[1,5-a]pyridin-3-yl]phenol C1(=CC=CC=C1)C1=NN2C(C=C(C=C2C(F)(F)F)C(F)(F)F)=C1C1=CC=C(C=C1)O